isobutyl 4-(hexyl(ethoxycarbonyl)amino)butanoate C(CCCCC)N(CCCC(=O)OCC(C)C)C(=O)OCC